FC1=C(C=CC(=C1)NC=1C=2N(C=CN1)C(=CN2)C=2C(=NNC2)C(F)(F)F)C(=O)N2CCNCC2 (2-fluoro-4-((3-(3-(trifluoromethyl)-1H-pyrazol-4-yl)imidazo[1,2-a]pyrazin-8-yl)amino)phenyl)(piperazin-1-yl)methanone